NC1=CC=C(OC2=CC(=CC=C2)OC2=CC=C(C=C2)N)C=C1 1,3-bis-(p-aminophenoxy)-benzene